(2S,3R,4S,5R)-4-Fluoro-3-hydroxy-5-(6-methoxy-9H-purin-9-yl)tetrahydrofuran-2-carboxylic acid F[C@H]1[C@@H]([C@H](O[C@H]1N1C2=NC=NC(=C2N=C1)OC)C(=O)O)O